COC=1C=C2C(=NC(=NC2=CC1OC)C)NC(C)C1=CC=C(S1)C1=C(CN(C)CC#N)C=CC=C1 {[2-(5-{1-[(6,7-dimethoxy-2-methylquinazolin-4-yl)amino]ethyl}thiophen-2-yl)benzyl](methyl)amino}acetonitrile